FC(C1=CC2=C(N=C(N=C2)NC2CCN(CC2)S(=O)(=O)C)N(C1=O)[C@H](C)C(C)(C)O)F (R)-6-(difluoromethyl)-8-(3-hydroxy-3-methyl-butan-2-yl)-2-((1-(methylsulfonyl)piperidin-4-yl)amino)pyrido[2,3-d]pyrimidin-7(8H)-one